6-(2,4-difluoro-5-methylphenyl)-4-(isothiazol-4-yl)isoindolin-1-one FC1=C(C=C(C(=C1)F)C)C1=CC(=C2CNC(C2=C1)=O)C=1C=NSC1